C(C)N1C=CC2=CC=C(C=C12)C=O 1-ETHYL-1H-INDOLE-6-CARBALDEHYDE